C(=O)O.N1=CN=CN=C1 sym-triazine format